C(=O)(O)CN1C[C@@H](N(C[C@@H](N(C[C@@H](N(C[C@@H]1C)CC(=O)O)C)CC(=O)O)C)CC(=O)O)C [(2S,5S,8S,11S)-4,7,10-tris-carboxymethyl-2,5,8,11-tetramethyl-1,4,7,10-tetraazacyclododecan-1-yl]acetic acid